3-butoxypropan-2-ol C(CCC)OCC(C)O